CS(=O)(=O)C=1C=C(C(=O)NC(C)C2=NC=CN=C2C2=NC=CN=C2)C=C(C1)C(F)(F)F 3-methylsulfonyl-N-[1-(3-pyrazin-2-ylpyrazin-2-yl)ethyl]-5-(trifluoromethyl)benzamide